N4-(4-(3-aminophenoxy)-7H-pyrrolo[2,3-d]pyrimidin-2-yl)-N1-(2-(dimethylamino)ethyl)-2-fluoro-N1-methylbenzene-1,4-diamine NC=1C=C(OC=2C3=C(N=C(N2)NC2=CC(=C(C=C2)N(C)CCN(C)C)F)NC=C3)C=CC1